3-(4-amino-2-(3,6-dihydro-2H-pyran-4-yl)-7-(pyrimidin-4-yl)pyrazolo[1,5-a]pyrazin-6-yl)benzonitrile NC=1C=2N(C(=C(N1)C=1C=C(C#N)C=CC1)C1=NC=NC=C1)N=C(C2)C=2CCOCC2